2'-(2-aminopropan-2-yl)-5-chloro-N-(5-chloro-6-(2H-1,2,3-triazol-2-yl)pyridin-3-yl)-2,4'-difluoro-[1,1'-biphenyl]-4-carboxamide NC(C)(C)C1=C(C=CC(=C1)F)C1=C(C=C(C(=C1)Cl)C(=O)NC=1C=NC(=C(C1)Cl)N1N=CC=N1)F